OC(C)(C)C1=CC=C(C=C1)NC(=O)C1=NC=CC(=N1)C1=CN=CN1C N-(4-(2-hydroxy-prop-2-yl)phenyl)-4-(1-methyl-1H-imidazol-5-yl)pyrimidine-2-carboxamide